5,5'-methylenebis(2-amino-benzoic acid) C(C=1C=CC(=C(C(=O)O)C1)N)C=1C=CC(=C(C(=O)O)C1)N